1-(1,3-oxazol-5-yl)methanamine hydrochloride Cl.O1C=NC=C1CN